5-fluoro-N-(4-piperidyl)-4-[3-(1-piperidyl)phenyl]pyrimidin-2-amine FC=1C(=NC(=NC1)NC1CCNCC1)C1=CC(=CC=C1)N1CCCCC1